C(CCC)[C@H]1CC2=C(NC3=CC=CC=C23)[C@@H](N1)C1=CC=C(C=C1)[N+](=O)[O-] (1S,3S)-3-butyl-1-(4-nitrophenyl)-2,3,4,9-tetrahydro-1H-pyrido[3,4-b]indole